3,5-dimethyl-3-hexen-1-one CC(CC=O)=CC(C)C